CN(C)CCOC1=CC(=CC=C1)C1=CN=CO1 N,N-dimethyl-2-(3-oxazol-5-ylphenoxy)ethylamine